COC(=O)C1=CC=C(C=C1)C1=C(C=C(C=C1)OC)C1=CC=NN1C1OCCCC1.CN1NCCCCC1 N-methyl-diazepane methyl-4'-methoxy-2'-(1-(tetrahydro-2H-pyran-2-yl)-1H-pyrazol-5-yl)-[1,1'-biphenyl]-4-carboxylate